2-chloro-2'-methyl-1'-[[1-(2-methylsulfonylethyl)pyrazol-4-yl]methyl]-4-(trifluoromethyl)spiro[5H-thieno[2,3-c]pyran-7,4'-piperidine]-4-ol ClC1=CC2=C(S1)C1(CC(N(CC1)CC=1C=NN(C1)CCS(=O)(=O)C)C)OCC2(O)C(F)(F)F